2-dispiro[2.0.2.1]hept-7-ylethanol C1CC12C1(CC1)C2CCO